t-butyl-(trimethylsilyl)dimethyl-ketene C(C)(C)(C)C(C(=C=O)C)[Si](C)(C)C